NC=1N=[N+](C(=N[N+]1[O-])N)[O-] 3,6-diamino-1,2,4,5-tetrazine-1,4-dioxide